P(=O)(O)(O)O[C@H]1[C@H]([C@@H](O[C@@H]1CO)N1C=NC=2C(=O)NC(N)=NC12)OCCCCCCCCCCCCCCCC 2'-O-hexadecyl-guanosine-3'-phosphate